O=C1NC(CCC1C1=CC=C(C=C1)C1CCN(CC1)C1CCN(CC1)CCCCCC=1C=C2C(N(C(C2=CC1)=O)[C@H](CS(=O)(=O)C)C1=CC(=C(C=C1)OC)OCC)=O)=O 5-(5-(4-(4-(2,6-Dioxopiperidin-3-yl)phenyl)-[1,4'-bipiperidin]-1'-yl)pentyl)-2-((S)-1-(3-ethoxy-4-methoxyphenyl)-2-(methylsulfonyl)ethyl)isoindoline-1,3-dione